CC=1N(C(=NN1)C1=CC=CC=C1)C1=CC=CC=C1 5-methyl-3,4-diphenyl-4H-1,2,4-triazole